benzyl 2,2-dimethyl-4-oxo-3,8,11-trioxa-5-azatridecane-13-ate CC(C)(OC(NCCOCCOCC(=O)OCC1=CC=CC=C1)=O)C